NC=1N=CC(=NC1OCC1=C(C(=CC=C1F)F)Cl)C1=CC=C(C(=O)NCCCN2CCOCC2)C=C1 4-[5-amino-6-(2-chloro-3,6-difluoro-benzyloxy)-pyrazin-2-yl]-N-(3-morpholin-4-yl-propyl)-benzamide